C(C)(C)(C)OC(=O)N1N=C(C=C1N)C1CC1.CC(C(=O)C1=CC=C(C=C1)C=1OC(=NN1)C1=CC=CC=C1)C 2-methyl-1-(4-(5-phenyl-1,3,4-oxadiazol-2-yl)phenyl)propan-1-one tertbutyl-5-amino-3-cyclopropylpyrazole-1-carboxylate